4-(2-(tert-butyldimethylsilyloxy)ethyl)-2,3-diphenyl-6-(quinolin-6-yl)pyrazolo[1,5-a]pyrimidin-7(4H)-one [Si](C)(C)(C(C)(C)C)OCCN1C=2N(C(C(=C1)C=1C=C3C=CC=NC3=CC1)=O)N=C(C2C2=CC=CC=C2)C2=CC=CC=C2